(3R*,4R*)-1-Cyclopropylmethyl-4-{[5-(2,4-difluoro-phenyl)-[1,2,4]oxadiazole-3-carbonyl]-amino}-piperidine-3-carboxylic acid ((R)-1-pyridin-2-yl-ethyl)-amide N1=C(C=CC=C1)[C@@H](C)NC(=O)[C@@H]1CN(CC[C@H]1NC(=O)C1=NOC(=N1)C1=C(C=C(C=C1)F)F)CC1CC1 |o1:11,16|